(5-(5-methoxypyrazolo[1,5-a]pyridin-2-yl)-8-(methylamino)-2,7-naphthyridin-3-yl)cyclopropanecarboxamide COC1=CC=2N(C=C1)N=C(C2)C2=C1C=C(N=CC1=C(N=C2)NC)C2(CC2)C(=O)N